BrC=1C=C2C(=NN(C2=CC1)C)C=1C(=NC(=CC1)OCC1=CC=CC=C1)OCC1=CC=CC=C1 5-bromo-3-(2,6-dibenzyloxy-3-pyridyl)-1-methyl-indazole